2-[6-(3-methylpiperazin-1-yl)pyridazin-3-yl]-5-[(pyridin-3-yl)amino]pyridin-3-ol dihydrochloride Cl.Cl.CC1CN(CCN1)C1=CC=C(N=N1)C1=NC=C(C=C1O)NC=1C=NC=CC1